methyltris(N-methylbenzamido)silane C[Si](N(C(C1=CC=CC=C1)=O)C)(N(C(C1=CC=CC=C1)=O)C)N(C(C1=CC=CC=C1)=O)C